O(S(=O)(=O)C(F)(F)F)C1=C(C=CC=C1)C1=CC=CC=C1 [1,1'-biphenyl]-2-yl triflate